hexahydropyrido[4',3':3,4]pyrazolo[5,1-b][1,3]thiazepine S1C=2N(CCCC1)NC1C2C=NC=C1